OC(CC(=O)NC1=NC2=C(N1C1=CC=C(C=C1)OC(F)(F)F)C=C(C=C2)C(F)(F)F)(C)C 3-hydroxy-3-methyl-N-(1-(4-(trifluoromethoxy)phenyl)-6-(trifluoromethyl)-1H-benzo[d]imidazol-2-yl)butanamide